triPhenylalanine C1=CC=C(C=C1)C(C2=CC=CC=C2)(C3=CC=CC=C3)[C@@H](C(=O)O)N